methyl 4-((tert-butoxycarbonyl) amino)-1,2-dimethylpiperidine-2-carboxylate C(C)(C)(C)OC(=O)NC1CC(N(CC1)C)(C(=O)OC)C